CC1(CCC=2C(=NNC2C1)C=1NC2=CC(=CC=C2C1)C(=O)N1C[C@@H](N(CC1)CC1CCN(CC1)C1=CC=C(C=N1)C1C(NC(CC1)=O)=O)C)C 3-(6-(4-(((S)-4-(2-(6,6-dimethyl-4,5,6,7-tetrahydro-1H-indazol-3-yl)-1H-indole-6-carbonyl)-2-methylpiperazin-1-yl)methyl)piperidin-1-yl)pyridin-3-yl)piperidine-2,6-dione